methyl 2-amino-3-((2-(tert-butoxy)-2-oxoethyl)amino)-4-chlorobenzoate NC1=C(C(=O)OC)C=CC(=C1NCC(=O)OC(C)(C)C)Cl